C(CCCCCCC)N1C(=CC(C(=C1)OCC1=CC=CC=C1)=O)CO 1-octyl-2-hydroxymethyl-5-(benzyloxy)-pyridin-4-one